(4-(4-(4-aminopiperidin-1-yl)-4-oxobutyl)-1-phenyl-1H-imidazol-2-yl)-3-(1-methyl-1H-pyrazol-4-yl)benzamide NC1CCN(CC1)C(CCCC=1N=C(N(C1)C1=CC=CC=C1)C1=C(C(=O)N)C=CC=C1C=1C=NN(C1)C)=O